O1C(CCCC1)N1N=CC(=C1)C=1C=CC(=NC1)CC=1OC=C(N1)C(=O)OCC ethyl 2-((5-(1-(tetrahydro-2H-pyran-2-yl)-1H-pyrazol-4-yl)pyridin-2-yl)methyl)oxazole-4-carboxylate